CN(C=1C=C2C(=CC=NC2=CC1)NC=1C=NC(=CC1)C1=NC2=C(N1)C=CC(=C2)OC2=CC(=NC=C2)C)C N6,N6-dimethyl-N4-(6-(5-((2-methylpyridin-4-yl)oxy)-1H-benzo[d]imidazol-2-yl)pyridin-3-yl)quinoline-4,6-diamine